6-((2-((3S,4R)-3-fluoro-4-hydroxy-3-methylpiperidin-1-yl)pyrimidin-4-yl)amino)-N-((3R,4R)-4-fluoropyrrolidin-3-yl)-4-isopropyl-2,7-naphthyridine-1-carboxamide trifluoroacetate FC(C(=O)O)(F)F.F[C@]1(CN(CC[C@H]1O)C1=NC=CC(=N1)NC=1C=C2C(=CN=C(C2=CN1)C(=O)N[C@@H]1CNC[C@H]1F)C(C)C)C